Allyl (S)-2-amino-6-diazo-5-oxohexanoate N[C@H](C(=O)OCC=C)CCC(C=[N+]=[N-])=O